C(N)(=O)C(CN1C(C2=CC(=CC(=C2C1)C=1C=C2C(=NN(C2=CC1)C(=O)OC(C)(C)C)C)NC)=O)=C tert-butyl 5-[2-(2-carbamoylallyl)-6-(methylamino)-1-oxo-isoindolin-4-yl]-3-methyl-indazole-1-carboxylate